8-bromo-1-(3-fluoro-4-methylbenzyl)-2-oxo-2,3-dihydro-1H-benzo[b]azepine-4-carboxylic acid BrC=1C=CC2=C(N(C(CC(=C2)C(=O)O)=O)CC2=CC(=C(C=C2)C)F)C1